ethyl (S)-2-[(tert-butoxycarbonyl)amino]-3-[4-formyl-3-(4,4,5,5-tetramethyl-1,3,2-dioxaborolan-2-yl)phenyl]propanoate C(C)(C)(C)OC(=O)N[C@H](C(=O)OCC)CC1=CC(=C(C=C1)C=O)B1OC(C(O1)(C)C)(C)C